3,3-difluoropropan FC(CC)F